FC=1C=C(CN2C(=NC3=NC=C(C=C32)N3C=CC=2N=CN=C(C23)OC)OCC2COCC2)C=C(C1)F 1-(3,5-difluorobenzyl)-6-(4-methoxy-5H-pyrrolo[3,2-d]pyrimidin-5-yl)-2-(tetrahydrofuran-3-ylmethoxy)-1H-imidazo[4,5-b]pyridine